5-(2-fluoroprop-2-yl)-N-(6-methyl-5-(7-(methylamino)-1,6-naphthyridin-3-yl)pyridin-3-yl)nicotinamide FC(C)(C)C=1C=NC=C(C(=O)NC=2C=NC(=C(C2)C=2C=NC3=CC(=NC=C3C2)NC)C)C1